C(C)(=O)OCC[C@H](C\C=C(/CC=C(C)C)\C(C)C)C (3S)-(E)-6-Isopropyl-3,9-dimethyl-5,8-decadienyl acetate